(S)-6-Fluoro-7-(6-(3-(3-fluoropyrrolidin-1-yl)propoxy)pyridin-3-yl)-2-methyl-2,9-Dihydro-1H-spiro[8-oxa-2,4,10a-triazanaphtho[2,1,8-cde]azulene-10,1'-cyclobutane]-1-one FC=1C=C2N=CC=3N(C(N4C3C2=C(OCC42CCC2)C1C=1C=NC(=CC1)OCCCN1C[C@H](CC1)F)=O)C